(R)-(1-((2-amino-2-methylhexyl)carbamoyl)cyclopropyl)carbamic acid benzyl ester C(C1=CC=CC=C1)OC(NC1(CC1)C(NC[C@](CCCC)(C)N)=O)=O